OCC[N+](C)(C)C.[O-]C(=O)C(C)C1=CC(C(=O)C2=CC=CC=C2)=CC=C1 ketoprofen choline salt